pentaerythritol tris(2-mercaptopropionate) SC(C(=O)OCC(COC(C(C)S)=O)(COC(C(C)S)=O)CO)C